BrC=1C(=NC=C(C1)Cl)NC=1C(=NC=C(C1C)OC)C N-(3-bromo-5-chloro-2-pyridyl)-5-methoxy-2,4-dimethyl-pyridin-3-amine